C(C1=CC=CC=C1)O[C@H](CCOC=1C=C(C(=O)OC)C=C(C1OC)OC)CCN1CCNCCC1 methyl (S)-3-((3-(benzyloxy)-5-(1,4-diazepan-1-yl)pentyl)oxy)-4,5-dimethoxybenzoate